N=C1COC2=C1C=CC=C2 3-iminobenzofuran